CC=1OC2=C(C1)C=CC=C2N 2-Methyl-1-benzofuran-7-ylamine